NC1=NC=CC2=CC(=CC=C12)CNC(=O)C=1SC(=C(C1)Cl)CN1C[C@@H](CC1)NC=1C=NC=CC1 N-[(1-Amino-6-isoquinolyl)methyl]-4-chloro-5-[[(3R)-3-(3-pyridylamino)pyrrolidin-1-yl]methyl]thiophene-2-carboxamide